3-(2-(4,4-dimethylcyclohexylidene)ethyl)-1,5-dihydrobenzo[e][1,3]dioxepine-13C CC1(CCC(CC1)=CCC1OCC2=C([13CH2]O1)C=CC=C2)C